ClC=1C(=NC(=NC1)NC1=C(C=C(C(=C1)[N+](=O)[O-])F)OC)C1=CNC2=CC=CC=C12 5-chloro-N-(4-fluoro-2-methoxy-5-nitrophenyl)-4-(1H-indol-3-yl)pyrimidin-2-amine